N-(1-(3-(5-((cyclopentylamino)methyl)thiophen-2-yl)-5-(1-methyl-1H-pyrazol-4-yl)phenyl)ethyl)-2-methyl-5-(methylsulfonamidomethyl)benzamide C1(CCCC1)NCC1=CC=C(S1)C=1C=C(C=C(C1)C=1C=NN(C1)C)C(C)NC(C1=C(C=CC(=C1)CNS(=O)(=O)C)C)=O